O=C1N(C=C(C=2C1=CN(N2)COCC[Si](C)(C)C)C(=O)OC)C2CCC(CC2)C(N(C)CCO)=O methyl 4-oxo-5-[(1s,4s)-4-[(2-hydroxyethyl)(methyl) carbamoyl]cyclohexyl]-2-{[2-(trimethylsilyl)ethoxy]methyl}-2H,4H,5H-pyrazolo[4,3-c]pyridine-7-carboxylate